N1=CC(=CC=C1)C1=NC2=CC=C(C=C2C=C1C=1C=NC=CC1)NC(=O)NCC(CC)O 1-(2,3-di(pyridin-3-yl)quinolin-6-yl)-3-(2-hydroxybutyl)urea